2-(6-((1-ethylpiperidin-3-yl)methyl)pyridazin-3-yl)-3-methyl-5-(trifluoromethyl)phenol C(C)N1CC(CCC1)CC1=CC=C(N=N1)C1=C(C=C(C=C1C)C(F)(F)F)O